4-Chloro-1-(methoxycarbonyl)-5H,6H,7H-cyclopenta[c]pyridin-2-ium-2-olate ClC=1C2=C(C(=[N+](C1)[O-])C(=O)OC)CCC2